FC1=C(CN2[C@@H](C[C@@](CC2)(C(=O)O)CC2=NC(=CC(=C2F)C(C)(C)O)NC2=NNC(=C2)C)CC)C=CC=C1F (2R,4R)-1-(2,3-difluorobenzyl)-2-ethyl-4-((3-fluoro-4-(2-hydroxy-propan-2-yl)-6-((5-methyl-1H-pyrazol-3-yl)amino)pyridin-2-yl)methyl)piperidine-4-carboxylic acid